(1,3-bis(2,6-diisopropylphenyl)imidazolylidene)(3-chloropyridinyl)palladium (II) dichloride C(C)(C)C1=C(C(=CC=C1)C(C)C)N1C(N(C=C1)C1=C(C=CC=C1C(C)C)C(C)C)=[Pd-3](C1=NC=CC=C1Cl)(Cl)Cl